NC1=C2C(C=CC(C2=CC=C1)=O)=O 5-amino-1,4-naphthoquinone